cholenic acid C[C@H](CCC(=O)O)[C@H]1CC[C@@H]2[C@@]1(CC[C@H]3[C@H]2CC=C4[C@@]3(CC[C@@H](C4)O)C)C